6-chloro-4-oxo-1-(pyrazin-2-yl)-7-{5h,6h,7h-pyrrolo[3,4-b]pyridin-6-yl}-1,4-dihydro-1,8-naphthyridine-3-carboxylic acid ClC=1C=C2C(C(=CN(C2=NC1N1CC2=NC=CC=C2C1)C1=NC=CN=C1)C(=O)O)=O